[Cl-].[Cl-].C1(C=CC=C1)[Zr+2]C1C(=CC2=CC=CC=C12)C1=CC=CC=C1 cyclopentadienyl-(2-phenylindenyl)zirconium dichloride